tert-Butyl (2R,5S)-4-(6-chloro-1-(4-chloro-6-isopropylpyrimidin-5-yl)-2-oxo-7-(o-tolyl)-1,2-dihydropyrido[2,3-d]pyrimidin-4-yl)-2,5-dimethylpiperazine-1-carboxylate ClC1=CC2=C(N(C(N=C2N2C[C@H](N(C[C@@H]2C)C(=O)OC(C)(C)C)C)=O)C=2C(=NC=NC2C(C)C)Cl)N=C1C1=C(C=CC=C1)C